ClC1=C(C(=CC=C1Cl)O)C1CC(N(C1)C1CC(C1)=C)=O 4-(2,3-dichloro-6-hydroxyphenyl)-1-(3-methylidenecyclobutyl)pyrrolidin-2-one